(E)-N'-(6-(difluoromethyl)-2-(methylthio)pyrido[2,3-d]pyrimidin-7-yl)-N,N-dimethylacetimidamide FC(C1=CC2=C(N=C(N=C2)SC)N=C1/N=C(\C)/N(C)C)F